N-(3-((6',7'-dihydrospiro[cyclohexane-1,5'-cyclopenta[d]pyrazolo[1,5-a]pyrimidine]-8'-yl)Amino)phenyl)propionamide N1=CC=C2N1C(=C1C(=N2)C2(CC1)CCCCC2)NC=2C=C(C=CC2)NC(CC)=O